C(CC#C)O[C@@H]1O[C@@H]([C@@H]([C@@H]([C@H]1O)O)O)CO (2R,3R,4S,5R,6R)-2-(but-3-yn-1-yloxy)-6-(hydroxymethyl)tetrahydro-2H-pyran-3,4,5-triol